C(#N)C1=C(N=C2N(C1=O)C=C(C=C2[C@@H](C)NC2=C(C(=O)O)C=CC=C2)C)N2CC(CCC2)(F)F (R)-2-((1-(3-cyano-2-(3,3-difluoropiperidin-1-yl)-7-methyl-4-oxo-4H-pyrido[1,2-a]pyrimidin-9-yl)ethyl)amino)benzoic acid